methyl 6-formylspiro[3.3]heptane-2-carboxylate C(=O)C1CC2(CC(C2)C(=O)OC)C1